CC=1N=C2N(N=C(C(=C2C)C)N2CC=3C=C(C=NC3CC2)C=2C=NC=C(C2)C)C(C1)=O 2,8,9-trimethyl-7-(3-(5-methylpyridin-3-yl)-7,8-dihydro-1,6-naphthyridin-6(5H)-yl)-4H-pyrimido[1,2-b]pyridazin-4-one